2-(2-amino-6-((4-methoxyphenyl)amino)-9H-purin-9-yl)-N-(3-cyano-1-ethyl-1H-pyrazol-4-yl)acetamide NC1=NC(=C2N=CN(C2=N1)CC(=O)NC=1C(=NN(C1)CC)C#N)NC1=CC=C(C=C1)OC